ClC1=C(C=CC=C1)OB(O)O chlorophenyl-boric acid